(S)-2-(1,7-dimethyl-4-oxo-1,4-dihydro-5H-imidazo[4,5-d]pyridazin-5-yl)-N-(1-(5-(trifluoromethyl)pyridin-2-yl)ethyl)acetamide CN1C=NC2=C1C(=NN(C2=O)CC(=O)N[C@@H](C)C2=NC=C(C=C2)C(F)(F)F)C